CC(C)(C)[Si](O[C@H]1[C@H]([C@@H](O[C@@H]1C(O)CCCNC(C(F)(F)F)=O)N1C(=O)NC(=O)C=C1)OC)(C1=CC=CC=C1)C1=CC=CC=C1 3'-O-[(1,1-dimethylethyl)diphenylsilyl]-2'-O-methyl-5'-C-trifluoroacetylaminopropyl-uridine